S(=O)([O-])[O-].[Na+].[Na+] Natrium sulfit